ClC=1N=C(C=2N=C(N=C(C2N1)N)[2H])C 6-chloro-8-methylpyrimido[5,4-d]pyrimidin-4-amine-2-d